3-{[(4-cyanophenyl)carbamoyl]amino}-3-[(3-hydroxy-1-oxo-1-propoxypropan-2-yl)carbamoyl]propanoic acid C(#N)C1=CC=C(C=C1)NC(=O)NC(CC(=O)O)C(NC(C(OCCC)=O)CO)=O